(l)-1,2-dimethoxypropane COC[C@H](C)OC